FC=1C=C2C(=CNC2=CC1CC=C(C)C)CCNC(C)=O N-(2-[5-fluoro-6-(3-methyl-2-butenyl)-1H-indol-3-yl]ethyl)acetamide